(4-(6-((4-cyano-2-fluorobenzyl)oxy)-3-methylpyridin-2-yl)benzyl)-1-(2-methoxyethyl)-1H-benzo[d]imidazole-6-carboxylic acid C(#N)C1=CC(=C(COC2=CC=C(C(=N2)C2=CC=C(CC3=NC4=C(N3CCOC)C=C(C=C4)C(=O)O)C=C2)C)C=C1)F